O1CCC(CC1)CN1C[C@@H]2[C@H](C1)CC(C2)NC2=CC=C(N=N2)C2=CC=C(C(=O)OCC)C=C2 Ethyl 4-(6-(((3aR,5s,6aS)-2-((tetrahydro-2H-pyran-4-yl)methyl)octahydrocyclopenta[c]pyrrol-5-yl)amino)pyridazin-3-yl)benzoate